N-(5-cyano-4-(((trans)-2-methoxycyclopentyl)amino)pyridin-2-yl)-4-fluoro-7-formyl-3,4-dihydro-2,4-methylene-1,8-naphthyridine-1(2H)-carboxamide C(#N)C=1C(=CC(=NC1)NC(=O)N1C2CC(C3=CC=C(N=C13)C=O)(C2)F)N[C@H]2[C@@H](CCC2)OC